Cl.ClC1=CC=C(C=C1)C(C(F)(F)F)N 1-(4-chlorophenyl)-2,2,2-trifluoroethan-1-amine hydrochloride